4-amino-2,2-dimethylthiobutanoic acid S-(4-((2-aminoethyl) carbamoyl) benzyl) ester NCCNC(=O)C1=CC=C(CSC(C(CCN)(C)C)=O)C=C1